CC(CCCC(CCCCCCC(C)=O)=O)=O Tetradecane-2,6,13-trione